N-(4-((4-([1,2,4]Triazolo[1,5-a]pyridin-7-yloxy)-2-methoxy-5-methylphenyl)amino)-7-methoxyquinazolin-6-yl)-2-cyanoacetamide N=1C=NN2C1C=C(C=C2)OC2=CC(=C(C=C2C)NC2=NC=NC1=CC(=C(C=C21)NC(CC#N)=O)OC)OC